N1=CN=C2NC=NC2=C1C=1C(=NC=CC1)NC1=CC(=CC=C1C)N N1-(3-(9H-purin-6-yl)pyridin-2-yl)-6-methylbenzene-1,3-diamine